C[C@@H](C(=O)N1CCC[C@H]1C(=O)NCC(=O)[O-])[NH3+] The molecule is a tripeptide zwitterion resulting from the transfer of a proton from the carboxy group to the amino group of Ala-Pro-Gly. Major microspecies at pH 7.3. It is a tautomer of an Ala-Pro-Gly.